C1(=CC=C(C=C1)C1=NC2=C(C(O1)=O)C=CC=C2)C2=NC1=C(C(O2)=O)C=CC=C1 2,2'-(1,4-phenylene)bis-4H-3,1-benzoxazine-4-one